C(C)(C)(C)OC(=O)N1CC(=CCC1)C1=CC(N(C=C1)C(C(=O)O)C)=O 2-(1-(Tert-Butoxycarbonyl)-2'-oxo-1,2,5,6-tetrahydro-[3,4'-bipyridyl]-1'(2'H)-yl)propionic acid